FC(C=1C=C(C(=S)N)C=C(C1)C(F)(F)F)(F)F 3,5-bis(trifluoromethyl)thiobenzamide